1-(6-(2-hydroxy-2-(4-methyl-1-oxo-1,3-dihydroisobenzofuran-5-yl)ethyl)-5,6,7,8-tetrahydropyrido[4,3-d]pyrimidin-2-yl)-1H-pyrazolo[3,4-c]pyridine-4-carbonitrile OC(CN1CC2=C(N=C(N=C2)N2N=CC3=C2C=NC=C3C#N)CC1)C=1C(=C3COC(C3=CC1)=O)C